N-(3-((4-(4-Aminopyrimidin-2-yl)-1-methyl-1H-pyrazol-5-yl)oxy)-2,2-dimethylpropyl)-6'-chloro-5-(difluoromethoxy)-[2,3'-bipyridin]-4'-amine NC1=NC(=NC=C1)C=1C=NN(C1OCC(CNC1=C(C=NC(=C1)Cl)C1=NC=C(C=C1)OC(F)F)(C)C)C